ethyl (E)-3-(3-aminopyridin-2-yl)acrylate NC=1C(=NC=CC1)/C=C/C(=O)OCC